OCCOCC(COCCO)COCCO 2,2'-(2-((2-hydroxyethoxy)methyl)propane-1,3-diyl)bis(oxy)diethanol